(E)-1-((1R,5S,6s)-6-((4-amino-5-(7-fluorobenzo[d][1,3]dioxol-4-yl)-7-isopropyl-7H-pyrrolo[2,3-d]pyrimidin-6-yl)ethynyl)-3-azabicyclo[3.1.0]hexan-3-yl)-4-(dimethylamino)but-2-en-1-one NC=1C2=C(N=CN1)N(C(=C2C2=CC=C(C=1OCOC12)F)C#CC1[C@@H]2CN(C[C@H]12)C(\C=C\CN(C)C)=O)C(C)C